BrC=1C=C(C=C2C(NC(NC12)=O)=O)C 8-bromo-6-methyl-1H-quinazoline-2,4-dione